NCCC(=O)NCCOCCOCCOCCOCCOCC=C 3-amino-N-(3,6,9,12,15-pentaoxaoctadec-17-enyl)propanamide